ClC=1C(=C(NC=2C3=C(N=CN2)C=NC(=C3)C3=CCCN(C3)C(=O)OC(C)(C)C)C=CC1)F tert-butyl 5-[4-(3-chloro-2-fluoro-anilino)pyrido[3,4-d]pyrimidin-6-yl]-3,6-dihydro-2H-pyridine-1-carboxylate